acryloxybutyl-methyldimethoxysilane C(C=C)(=O)OCCCC[Si](OC)(OC)C